2-chloro-4-(2-fluorophenyl)-3-nitro-pyridine ClC1=NC=CC(=C1[N+](=O)[O-])C1=C(C=CC=C1)F